CN(CCCC(=O)OCCN(CCCCCCCC(=O)OC(CCCCCC(C)C)CCCCCCCC)CCCCCC(OCCCCCCCCCCC)=O)C 2-methylhexadecan-8-yl 8-((2-((4-(dimethylamino)butanoyl)oxy)ethyl)(6-oxo-6-(undecyloxy)hexyl)amino)octanoate